Ethyl (S)-2-(tert-butoxy)-2-(4-(4-chlorophenyl)-2,3,6-trimethyl-1-((1-methyl-1H-pyrazol-4-yl)methyl)-1H-pyrrolo[2,3-b]pyridin-5-yl)acetate C(C)(C)(C)O[C@H](C(=O)OCC)C=1C(=C2C(=NC1C)N(C(=C2C)C)CC=2C=NN(C2)C)C2=CC=C(C=C2)Cl